1,2,2,6,6-Pentamethylpiperidine CN1C(CCCC1(C)C)(C)C